bicyclo(3.3.1)nonane-3,7-dione C12CC(CC(CC(C1)=O)C2)=O